(Z)-1-(3-(5-methyl-2-nitrophenyl)-4-oxothiazolidin-2-ylidene)-3-(4-(1-(4-(trifluoromethoxy)phenyl)-1H-1,2,4-triazol-3-yl)phenyl)urea CC=1C=CC(=C(C1)N1/C(/SCC1=O)=N/C(=O)NC1=CC=C(C=C1)C1=NN(C=N1)C1=CC=C(C=C1)OC(F)(F)F)[N+](=O)[O-]